O[C@]12[C@@H](C=C3[C@@H]4CC[C@H]([C@@H](CCCC(C)C)C)[C@]4(CC[C@@H]3[C@]2(CC[C@@H](C1)O)C)C)NCCCNCCCCNCCCN 5α-hydroxy-6β-{3-[4-(3-aminopropylamino)butylamino]propylamino}cholest-7-en-3β-ol